N-phosphonomethyl-iminodiacetic acid ammonium salt [NH4+].P(=O)(O)(O)CN(CC(=O)[O-])CC(=O)[O-].[NH4+]